C(CCC)OCNC(C=C)=O N-(Butoxymethyl)acrylamid